C12(CC(C1)C2)NC(C2=CC=C(C=C2)C2CC1(CC(C1)(F)F)CCN2CC2=C1C=CNC1=C(C=C2OC)C)=O N-(bicyclo[1.1.1]pentan-1-yl)-4-(2,2-difluoro-7-((5-methoxy-7-methyl-1H-indol-4-yl)methyl)-7-azaspiro[3.5]nonan-6-yl)benzamide